NC1=NC=C2C(=N1)N(C(N(C2)C2=C(C=CC=C2C)F)=O)[C@@H]2CN(CCC2)C 7-amino-3-(2-fluoro-6-methyl-phenyl)-1-[(3S)-1-methyl-3-piperidyl]-4H-pyrimido[4,5-d]pyrimidin-2-one